methyl-aminocaproic acid hydrochloride salt Cl.CC(C(=O)O)(CCCC)N